[3-[1-(2,6-dioxo-3-piperidinyl)-3-methyl-2-oxo-benzoimidazol-4-yl]prop-2-ynyloxy]piperidine-1-carboxylic acid tert-butyl ester C(C)(C)(C)OC(=O)N1C(CCCC1)OCC#CC1=CC=CC=2N(C(N(C21)C)=O)C2C(NC(CC2)=O)=O